1-((2-(trimethylsilyl)ethoxy)methyl)-1H-indazole-3-carboxylate C[Si](CCOCN1N=C(C2=CC=CC=C12)C(=O)[O-])(C)C